ClC=1C=C(C=CC1OCC1=NC=CC=C1)NC1=NC=NC2=CC(=C(C=C12)N)C#C[C@@]1(N(CCC1)C)C (R)-N4-(3-chloro-4-(pyridin-2-ylmethoxy)phenyl)-7-((1,2-dimethylpyrrolidin-2-yl)ethynyl)quinazoline-4,6-diamine